2-amino-3-(3,4-dichlorophenyl)propanoic acid NC(C(=O)O)CC1=CC(=C(C=C1)Cl)Cl